2-(2-{[1-(3-fluoro(2-pyridyl))-isopropyl]amino}pyrimidin-5-yl)-1,3-thiazole-5-carboxamide FC=1C(=NC=CC1)C(C)(C)NC1=NC=C(C=N1)C=1SC(=CN1)C(=O)N